perfluoro-n-octadecane FC(C(C(C(C(C(C(C(C(C(C(C(C(C(C(C(C(C(F)(F)F)(F)F)(F)F)(F)F)(F)F)(F)F)(F)F)(F)F)(F)F)(F)F)(F)F)(F)F)(F)F)(F)F)(F)F)(F)F)(F)F)(F)F